FC1=C(C=CC=C1)COC=1C=CC2=C(C(=C(S2)C)C(=O)NC2(COC2)C(=O)N)C1 3-{5-[(2-fluorophenyl)methoxy]-2-methyl-1-benzothiophene-3-amido}oxetane-3-carboxamide